1-((2R,3R,4R,5R)-4-(ethoxymethoxy)-3-hydroxy-5-methyltetrahydrofuran-2-yl)-3-(ethoxymethyl)-5-fluoropyrimidine-2,4(1H,3H)-dione C(C)OCO[C@@H]1[C@H]([C@@H](O[C@@H]1C)N1C(N(C(C(=C1)F)=O)COCC)=O)O